C(=O)(OC(C)(C)C)NC(=S)N N-Boc-thiourea